(S)-3-Cyclopropyl-N-((R)-2-(difluoromethoxy)-1-(3-(trifluoromethoxy)phenyl)ethyl)-3-hydroxybutanamid C1(CC1)[C@@](CC(=O)N[C@@H](COC(F)F)C1=CC(=CC=C1)OC(F)(F)F)(C)O